NC=1NC2=CC(=C(C=C2C1C#N)C)OC 2-amino-6-methoxy-5-methyl-1H-indole-3-carbonitrile